C(C1=CC=CC=C1)OC1=CC(=NC=2C=CN=C(C12)C#N)C=1C(=NC=C(C1C)C(F)(F)F)OC1=C(C(=C(C=C1)F)F)CO[Si](C)(C)C(C)(C)C 4-benzyloxy-2-[2-[2-[[tert-butyl-(dimethyl)silyl]oxymethyl]-3,4-difluoro-phenoxy]-4-methyl-5-(trifluoromethyl)-3-pyridinyl]-1,6-naphthyridine-5-carbonitrile